C1(CC1)C=1C=C(O[C@H]2[C@@H](CN(CC2)C2=CC(N(C=3C=CC(=NC23)C#N)C)=O)CC)C=CC1 8-((3R,4R)-4-(3-cyclopropylphenoxy)-3-ethylpiperidin-1-yl)-5-methyl-6-oxo-5,6-dihydro-1,5-naphthyridine-2-carbonitrile